C(C)OC(CCC#CC1=NN(C(C(=C1)C)=O)CC1=CC=C(C=C1)OC)=O 5-[1-[(4-methoxyphenyl)methyl]-5-methyl-6-oxo-pyridazin-3-yl]pent-4-ynoic acid ethyl ester